4-(4-(phenylsulfonamido)phenyl)-1H-pyrrolo[2,3-b]pyridin C1(=CC=CC=C1)S(=O)(=O)NC1=CC=C(C=C1)C1=C2C(=NC=C1)NC=C2